(1,1-dioxothiomorpholino)((1S,5S)-6-(4-(1,1-dioxothiomorpholino)phenyl)-9,9-dimethyl-3,6-diazabicyclo[3.2.2]non-3-yl)methanone O=S1(CCN(CC1)C(=O)N1C[C@@H]2CN([C@H](C1)C(C2)(C)C)C2=CC=C(C=C2)N2CCS(CC2)(=O)=O)=O